5-[1-fluoro-3-hydroxy-7-(4-methylpentyl)-5,6,7,8-tetrahydronaphthalen-2-yl]-1λ6,2,5-thiadiazolidine-1,1,3-trione FC1=C(C(=CC=2CCC(CC12)CCCC(C)C)O)N1CC(NS1(=O)=O)=O